1-(1-methylpiperidin-4-yl)pyrazol-4-amine CN1CCC(CC1)N1N=CC(=C1)N